2,3-dichloro-6-methoxy-pyridine ClC1=NC(=CC=C1Cl)OC